3,3-dimethyl-2-oxoindoline-6-carbaldehyde CC1(C(NC2=CC(=CC=C12)C=O)=O)C